tertiary butyl-ammonium fluoride [F-].C(C)(C)(C)[NH3+]